Methyl-4-((4-fluoro-1-methylpiperidin-4-yl) ethynyl)-6-methylpicolinate COC(C1=NC(=CC(=C1)C#CC1(CCN(CC1)C)F)C)=O